pyrrolo[2,3-d]pyridazine-7-carboxylate N1C=CC=2C1=C(N=NC2)C(=O)[O-]